5-chloro-4-(trifluoromethyl)phenol ClC=1C(=CC=C(C1)O)C(F)(F)F